benzyl acetate 2-tert-butyl-1-cyclohexyl-benzoate C(C)(C)(C)C1C(C(=O)O)(C=CC=C1)C1CCCCC1.C(C)(=O)OCC1=CC=CC=C1